CS(=O)(=O)[O-].F[Mn+](F)F trifluoromanganese methanesulfonate